1-[(S)-2-methoxy-1-methylethyl]-3-{[4-(2-amino-8-methoxy-4-quinazolinyl)-1H-1,2,3-triazol-1-yl]methyl}-1H-pyridin-2-one COC[C@H](C)N1C(C(=CC=C1)CN1N=NC(=C1)C1=NC(=NC2=C(C=CC=C12)OC)N)=O